[Si](C)(C)(C(C)(C)C)OCC1=NC=CC2=C1C=CO2 4-(((tert-butyldimethylsilyl)oxy)methyl)furo[3,2-c]pyridine